FC1(CN(C1)C1=CC(=CC=2N1N=CC2)C=2OC(=NN2)C2=C(C=C(C=C2)[N+](=O)[O-])N2CCC1(CC1)CC2)F 2-(7-(3,3-Difluoroazetidin-1-yl)pyrazolo[1,5-a]pyridin-5-yl)-5-(4-nitro-2-(6-azaspiro[2.5]oct-6-yl)phenyl)-1,3,4-oxadiazole